tellurium selenium tungsten molybdenum sulfide [Mo]=S.[W].[Se].[Te]